COC1=C(C=CC=2C(CCCC12)OC1=C(C=C2C=NN(C2=C1)C=1C=NN(C1)C)C)C#N 1-Methoxy-5-((5-methyl-1-(1-methyl-1H-pyrazol-4-yl)-1H-indazol-6-yl)oxy)-5,6,7,8-tetrahydronaphthalene-2-carbonitrile